3-((4-ethoxyphenyl)sulfonamido)-N-(3-fluorophenyl)benzamide C(C)OC1=CC=C(C=C1)S(=O)(=O)NC=1C=C(C(=O)NC2=CC(=CC=C2)F)C=CC1